rac-1-(3-methoxyphenyl)-2-{5-phenyl-octahydrocyclopenta[c]pyrrol-2-yl}ethan-1-ol COC=1C=C(C=CC1)C(CN1CC2C(C1)CC(C2)C2=CC=CC=C2)O